BrC1=C(C=C(C=C1)C(C)(C)C)OC1=C(C=C(C=C1)[N+](=O)[O-])F 1-bromo-4-tert-butyl-2-(2-fluoro-4-nitrophenoxy)benzene